tert-butyl 6-[[6-(trifluoromethyl)-3-pyridinyl] methylene]-2-azaspiro[3.3]heptane-2-carboxylate FC(C1=CC=C(C=N1)C=C1CC2(CN(C2)C(=O)OC(C)(C)C)C1)(F)F